[Ag].[Sn].[Cu].[Ni].[Cu] copper nickel copper tin silver